(1R,3S,5R)-2-(2-(3-acetyl-5-(2-methyl-[1,2,4]triazolo[1,5-a]pyridin-6-yl)-1H-indazol-1-yl)acetyl)-N-(6-bromopyridin-2-yl)-2-azabicyclo[3.1.0]hexane-3-carboxamide C(C)(=O)C1=NN(C2=CC=C(C=C12)C=1C=CC=2N(C1)N=C(N2)C)CC(=O)N2[C@@H]1C[C@@H]1C[C@H]2C(=O)NC2=NC(=CC=C2)Br